ClC1(C(C1C1=CC(=CC(=C1)C(F)(F)F)Cl)C(=O)N)Cl 2,2-dichloro-3-(3-chloro-5-(trifluoromethyl)phenyl)cyclopropane-1-carboxamide